α,α'-dibromomethyl-p-xylene BrCCC1=CC=C(C=C1)CCBr